OC=1NC2=CC=CC=C2C1 oxylindole